ClCOCCOCCl 1,2-dichloromethoxyethane